CC1CC=C(CC1)C(C)=O 1-[4-methylcyclohexen-1-yl]ethanone